FC=1C=C(C=CC1F)N1C(=C(C=C1C)C(CN1CCC(CC1)O)=O)C 1-(1-(3,4-Difluorophenyl)-2,5-dimethyl-1H-pyrrol-3-yl)-2-(4-hydroxypiperidin-1-yl)ethanone